S1C(=CC=C1)C1=C(OCC2OC2)C=CC=C1 ((2-(thiophene-2-yl)phenoxy)methyl)oxirane